4-((tert-butyldimethylsilyl)oxy)tetrahydropyrrole-1-carboxylic acid [Si](C)(C)(C(C)(C)C)OC1CCN(C1)C(=O)O